COC=1C=C2C(=CN(C(C2=CC1OC)=O)C1=NOC2=C1C=C(C=C2)C)C(=O)N2CCCC2 6,7-dimethoxy-2-(5-methylbenzo[d]isoxazol-3-yl)-4-(pyrrolidine-1-carbonyl)isoquinolin-1(2H)-one